BrC1=C(C=2C(=CN=CC2)N1CCC)I bromo-3-iodo-1-propyl-1H-pyrrolo[2,3-c]pyridine